BrC1=NN(C2=C1N=C(N=C2NCCCC)NC(=O)OC)CC2=C(C=C(C(=O)OC)C=C2)OC Methyl 4-((3-bromo-7-(butylamino)-5-((methoxycarbonyl)amino)-1H-pyrazolo[4,3-d]pyrimidin-1-yl)methyl)-3-methoxybenzoate